5-[4-(difluoromethoxy)phenyl]-7-{1-[1-(2-fluorophenyl)-1H-1,2,3-triazol-4-yl]ethyl}-7H-pyrrolo[2,3-d]pyrimidin-4-amine FC(OC1=CC=C(C=C1)C1=CN(C=2N=CN=C(C21)N)C(C)C=2N=NN(C2)C2=C(C=CC=C2)F)F